6-chloro-1-(2-cyclopropyl-6-methylphenyl)-7-(2-fluorophenyl)-4-((2S)-2-methyl-4-(2-propenoyl)-1-piperazinyl)pyrido[2,3-d]pyrimidin-2(1H)-one ClC1=CC2=C(N(C(N=C2N2[C@H](CN(CC2)C(C=C)=O)C)=O)C2=C(C=CC=C2C)C2CC2)N=C1C1=C(C=CC=C1)F